ClC1=C(C=C(C(=C1)F)C1=NC=C(C=C1Cl)O)C1=NOC(C1)(C(=O)OCC)C ethyl 3-[2-chloro-5-(3-chloro-5-hydroxy-2-pyridyl)-4-fluoro-phenyl]-5-methyl-4H-isoxazole-5-carboxylate